Cl.C(C)(C)(C)[C@@](C(=O)O)(C)N (R)-2-tert-butyl-2-aminopropionate hydrochloride